C1(CC1)C1=CC(=NC2=CC(=CC=C12)C(=O)N[C@@H](CO)CC)C1=CC=C(C=C1)C(F)(F)F (R)-4-cyclopropyl-N-(1-hydroxybutan-2-yl)-2-(4-(trifluoromethyl)phenyl)quinoline-7-carboxamide